(4R,8S,Z)-1-(2-azidoethyl)-5-(benzyloxy)-N-hydroxy-6-oxo-4,5,6,8-tetrahydro-1H-4,7-methanopyrazolo[3,4-e][1,3]Diazepine-8-imidoyl chloride N(=[N+]=[N-])CCN1N=CC2=C1[C@H](N1C(N([C@H]2C1)OCC1=CC=CC=C1)=O)/C(=N/O)/Cl